N1C(=NCC1)COC=1C(=C(C=CC1)N(S(=O)(=O)C)C)CC(C)C N-[3-(4,5-Dihydro-1H-imidazol-2-ylmethoxy)-2-isobutyl-phenyl]-N-methyl-methanesulfonamide